N-(2-((3-(hydroxymethyl)oxetan-3-yl)methyl)-6-morpholino-1-oxoisoindolin-5-yl)pyrazolo[1,5-a]pyrimidine-3-carboxamide OCC1(COC1)CN1C(C2=CC(=C(C=C2C1)NC(=O)C=1C=NN2C1N=CC=C2)N2CCOCC2)=O